8-amino-3-(2-oxooctahydro-1H-cyclopropa[a]indolizin-5-yl)imidazo[1,5-a]pyrazin NC=1C=2N(C=CN1)C(=NC2)C2CN1C(C3C(C1CC2)C3)=O